S1S[C@@H](CC1)CCCCCNCCCCN(CCS(=O)(=O)O)C (R)-2-((3-(5-(1,2-dithiolan-3-yl)pentylamino)propyl)dimethylamino)ethane-1-sulfonic acid